3-(5-cyclopropyl-2-methylpyrazol-3-yl)oxy-4-(5,6,7,8-tetrahydro-[1,2,4]triazolo[4,3-a]pyrazin-3-yl)benzonitrile C1(CC1)C=1C=C(N(N1)C)OC=1C=C(C#N)C=CC1C1=NN=C2N1CCNC2